ClC1=C(C=CC=C1Cl)N1CCN(CC1)CCC1(CCC(CC1)N)C 4-(2-(4-(2,3-Dichlorophenyl)piperazin-1-yl)ethyl)-4-methylcyclohexane-1-amine